NC1=CC=C(C=N1)CN1CCC(CC1)C=1C=C2CN(C(C2=CC1)=O)C1C(NC(CC1)=O)=O 3-(5-(1-((6-aminopyridin-3-yl)methyl)piperidin-4-yl)-1-oxoisoindolin-2-yl)piperidine-2,6-dione